[I-].[Tl+] thallium iodide